3,6-Dichloro-1-(3-((5-methyl-1-(3-methyloxetan-3-yl)-4-nitro-1H-pyrazol-3-yl)oxy)propyl)-1H-pyrazolo[3,4-d]pyrimidine ClC1=NN(C2=NC(=NC=C21)Cl)CCCOC2=NN(C(=C2[N+](=O)[O-])C)C2(COC2)C